(S)-2-((6-allyl-1-methyl-2-oxo-1,2,3,4,5,6-hexahydrobenzo[b][1,4]diazocin-3-yl)amino)-6-methyl-4-(trifluoromethyl)nicotinonitrile C(C=C)N1C2=C(N(C([C@H](CC1)NC1=C(C#N)C(=CC(=N1)C)C(F)(F)F)=O)C)C=CC=C2